COC(=O)C=1C=NC(=C(C1)F)C1CCC(CC1)(F)F 6-(4,4-Difluorocyclohexyl)-5-fluoropyridine-3-carboxylic acid methyl ester